COC([C@@H](NC([C@@H](N)CC(=O)O)=O)CC1=CC=CC=C1)=O L-aspartyl-phenylalanine methyl ester